9-(2-hydroxypyridin-3-yl)-10-(2-phenylethyl)-3,3,6,6-tetramethyl-3,4,6,7,9,10-hexahydroacridine-1,8(2H,5H)-dione OC1=NC=CC=C1C1C=2C(CC(CC2N(C=2CC(CC(C12)=O)(C)C)CCC1=CC=CC=C1)(C)C)=O